C(C)(C)(C)OC(N(C1(C(=NN(C1=O)C1=CC=CC=C1)C)C(C)=NOC)O)=O hydroxy(4-(1-(methoxyimino)ethyl)-3-methyl-5-oxo-1-phenyl-4,5-dihydro-1H-pyrazol-4-yl)carbamic acid tert-butyl ester